1-methyl-9,10-bis(isobutoxycarbonyl)anthracene CC1=CC=CC2=C(C3=CC=CC=C3C(=C12)C(=O)OCC(C)C)C(=O)OCC(C)C